FC=1C=CC(=NC1)N1C(C(=NC=C1C)C(=O)O)=O 4-(5-fluoropyridin-2-yl)-5-methyl-3-oxo-3,4-dihydropyrazine-2-carboxylic acid